N-(benzyloxy)-5-((5-(4-(trifluoromethyl)phenyl)oxazol-2-yl)amino)pyrimidine-2-carboxamide butyl-3-(4-bromophenyl)-5-ethyl-pyrazole-1-carboxylate C(CCC)OC(=O)N1N=C(C=C1CC)C1=CC=C(C=C1)Br.C(C1=CC=CC=C1)ONC(=O)C1=NC=C(C=N1)NC=1OC(=CN1)C1=CC=C(C=C1)C(F)(F)F